5-methyl-N-(5-methyl-1,3,4-thiadiazol-2-yl)-4-(trans-2-((tetrahydro-2H-pyran-4-ylmethyl)-amino)cyclopropyl)-thiophene-2-carboxamide CC1=C(C=C(S1)C(=O)NC=1SC(=NN1)C)[C@H]1[C@@H](C1)NCC1CCOCC1